O1[C@H](COC2=C1C=CC=C2)C2=CC=C(C=C2)C(C)N2CCCC2 1-(1-{4-[(2S)-2,3-dihydro-1,4-benzodioxin-2-yl]phenyl}ethyl)pyrrolidine